4,6-DIHYDROXYPYRIMIDIN OC1=NC=NC(=C1)O